COC1=CC=C(C(C2=CC=C(C=C2)OC)(C2=CC=CC=C2)OC[C@@H]2[C@H](C[C@@H](O2)N2C3=CC=CC=C3C=3C=C(C=CC23)C#C[Si](C(C)C)(C(C)C)C(C)C)O)C=C1 9-[2-deoxy-5-O-(4,4'-dimethoxytrityl)-β-D-erythro-pentofuranosyl]-3-[(triisopropylsilyl)ethynyl]-9H-carbazole